N1=NC=NC2=C1C=CC(N2)=O pyrido[2,3-e][1,2,4]triazin-6(5H)-one